cyano-2-(2-cyano-6-(((tetrahydro-2H-pyran-4-yl)methyl)amino)isoindolin-4-yl)benzamide Hydroxyhexylmethacrylat OCCCCCCOC(C(=C)C)=O.C(#N)C=1C(=C(C(=O)N)C=CC1)C1=C2CN(CC2=CC(=C1)NCC1CCOCC1)C#N